N-(5-chloropyridin-2-yl)-N-(methylsulfonyl)methanesulfonamide benzyl-7-methyl-2,7-diazaspiro[3.5]nonane-2-carboxylate C(C1=CC=CC=C1)OC(=O)N1CC2(C1)CCN(CC2)C.ClC=2C=CC(=NC2)N(S(=O)(=O)C)S(=O)(=O)C